2-[2-(aminomethyl)-3,3-difluoro-allyl]-4-[[5-(4-piperazin-1-ylphenyl)-2-thienyl]methyl]-1,2,4-triazol-3-one NCC(CN1N=CN(C1=O)CC=1SC(=CC1)C1=CC=C(C=C1)N1CCNCC1)=C(F)F